tert-butyl 4-[4-(4-aminoanilino)-1,7-naphthyridin-6-yl]piperazine-1-carboxylate NC1=CC=C(NC2=CC=NC3=CN=C(C=C23)N2CCN(CC2)C(=O)OC(C)(C)C)C=C1